N-(2-ethoxyethyl)-6-{3-[ethyl(2-methoxyethyl)amino]propoxy}-7-methoxy-1H,2H,3H-cyclopenta[b]quinolin-9-amine C(C)OCCNC1=C2C(=NC=3C=C(C(=CC13)OC)OCCCN(CCOC)CC)CCC2